ClC=1C=CC(=C(C(=O)O)C1)NC1=C(C=NC2=CC=C(C=C12)Cl)C=1CCNCC1 5-chloro-2-[[6-chloro-3-(1,2,3,6-tetrahydropyridin-4-yl)-4-quinolyl]amino]benzoic acid